(3S,4R)-1-((4'-(6-chloro-2-(((3R,3aR,6R,6aR)-6-hydroxyhexahydrofuro[3,2-b]furan-3-yl)oxy)-1H-benzo[d]imidazol-5-yl)-[1,1'-biphenyl]-4-yl)methyl)pyrrolidine-3,4-diol ClC=1C(=CC2=C(NC(=N2)O[C@H]2[C@@H]3[C@H](OC2)[C@@H](CO3)O)C1)C1=CC=C(C=C1)C1=CC=C(C=C1)CN1C[C@@H]([C@@H](C1)O)O